C(C)(C)(C)C=1C=C(C=C(C1O)C(C)(C)C)CCC(=O)OCC(COC(CCC1=CC(=C(C(=C1)C(C)(C)C)O)C(C)(C)C)=O)(COC(CCC1=CC(=C(C(=C1)C(C)(C)C)O)C(C)(C)C)=O)COC(CCC1=CC(=C(C(=C1)C(C)(C)C)O)C(C)(C)C)=O tetrakis-[β-(3,5-di-tert-butyl-4-hydroxyphenyl)-propionyloxymethyl]methane